(S)-2-(1-(4-fluorophenyl)-3,4-dihydroisoquinolin-2(1H)-yl)-8-methyl-3-oxa-1,8-diazaspiro[4.5]dec-1-ene FC1=CC=C(C=C1)[C@@H]1N(CCC2=CC=CC=C12)C1=NC2(CO1)CCN(CC2)C